3-(2,6-difluoro-4-methoxyphenyl)-6-fluoro-1-benzothiophene-2-carboxylic acid methyl ester COC(=O)C=1SC2=C(C1C1=C(C=C(C=C1F)OC)F)C=CC(=C2)F